2,N3-bis(3,4-dichlorophenyl)-6-nitroquinoxaline-2,3-diamine ClC=1C=C(C=CC1Cl)C1(NC2=CC=C(C=C2N=C1NC1=CC(=C(C=C1)Cl)Cl)[N+](=O)[O-])N